1-(2,6-difluorobenzyl)-5-((dimethylamino)methyl)-3-(6-methoxy-3-pyridazinyl)-2,4-dioxopyrimidine FC1=C(CN2C(N(C(C(=C2)CN(C)C)=O)C=2N=NC(=CC2)OC)=O)C(=CC=C1)F